1-(3-fluoro-4-(trifluoromethyl)-phenyl)-3-((6-methoxy-1-methyl-1H-benzimidazol-7-yl)methyl)urea FC=1C=C(C=CC1C(F)(F)F)NC(=O)NCC1=C(C=CC2=C1N(C=N2)C)OC